N-((3R,5S)-5-((1H-1,2,3-Triazol-1-yl)methyl)pyrrolidin-3-yl)-5-(4-fluoro-3-(trifluoromethoxy)phenyl)oxazole-2-carboxamide TFA salt OC(=O)C(F)(F)F.N1(N=NC=C1)C[C@@H]1C[C@H](CN1)NC(=O)C=1OC(=CN1)C1=CC(=C(C=C1)F)OC(F)(F)F